BrC1=NC(=CC=C1)N1CCCC1 2-bromo-6-(pyrrolidin-1-yl)pyridine